3-methyl-5-(piperidin-4-yl)-1,2-oxazole-4-carboxylic acid hydrochloride Cl.CC1=NOC(=C1C(=O)O)C1CCNCC1